Isobutyric acid 7-[4-(4-benzo[b]thiophen-4-ylpiperazin-1-yl)butoxy]-4,4-dimethyl-2-oxo-3,4-dihydro-2H-quinolin-1-ylmethyl ester S1C2=C(C=C1)C(=CC=C2)N2CCN(CC2)CCCCOC2=CC=C1C(CC(N(C1=C2)COC(C(C)C)=O)=O)(C)C